n-dodecyl-guanidine chloride [Cl-].C(CCCCCCCCCCC)NC(=N)N